C(C=C)N1CCC(CC1)(CCC1=CC=CC=C1)COCC 1-allyl-4-(ethoxymethyl)-4-phenethylpiperidine